FC(OC1=CC(=NN1)NC1=CN=C2C(=N1)N(N=C2)[C@@H](C)C2=NC=CC(=C2)F)F (S)-N-(5-(difluoromethoxy)-1H-pyrazol-3-yl)-1-(1-(4-fluoropyridin-2-yl)ethyl)-1H-pyrazolo[3,4-b]Pyrazin-6-amine